NC1(CN(CCC1)C1=C(C=C(C=C1)C1=CC(=CC=C1)F)CN1C=NC=2C(=NC=C(C21)OC)N)C(=O)N(C)C 3-amino-1-(3-((4-amino-7-methoxy-1H-imidazo[4,5-c]pyridin-1-yl)methyl)-3'-fluoro-[1,1'-biphenyl]-4-yl)-N,N-dimethylpiperidine-3-carboxamide